ClC1=CC(=C(C=C1)C1(OC2=C(O1)C=CC=C2C2CCN(CC2)CC=2N(C(=CN2)/C=C/C(=O)O)CCC(C)C)C)F (E)-3-(2-((4-(2-(4-chloro-2-fluorophenyl)-2-methylbenzo[d][1,3]dioxol-4-yl)piperidin-1-yl)methyl)-1-(2-isopropylethyl)-1H-imidazol-5-yl)acrylic acid